ClC=1C=C(CNC(=O)C=2N=CN(C2)C2=NC(=NC=C2C)N[C@@H]2COCC2)C=C(C1)Cl (S)-N-(3,5-dichlorobenzyl)-1-(5-methyl-2-((tetrahydrofuran-3-yl)amino)pyrimidin-4-yl)-1H-imidazole-4-amide